6-amino-5-cyano-2-methyl-1,4-dihydropyridine-3-carboxylic acid methyl ester COC(=O)C1=C(NC(=C(C1)C#N)N)C